1-[2-(trimethoxysilyl)hexyl]-1,1,3,3-tetramethyldisiloxane CO[Si](C(C[Si](O[SiH](C)C)(C)C)CCCC)(OC)OC